CC=1C(=C(OC1C(=O)O)C(=O)O)C.O1C(=CC=C1C(=O)OC)C(=O)OC Dimethyl 2,5-furandicarboxylate (Dimethyl Furan-2,5-dicarboxylate)